7-amino-8-methyl-4H-pyrido[1,2-a]pyrimidin-4-one NC=1C(=CC=2N(C(C=CN2)=O)C1)C